FC1=C(C=C2C(=NN(C2=C1)COCC[Si](C)(C)C)C=C)OC 6-fluoro-5-methoxy-1-((2-(trimethylsilyl)ethoxy)methyl)-3-vinyl-1H-indazole